(R)-6-Chloro-N-(4-(morpholin-2-yl)-benzyl)-nicotinamid ClC1=NC=C(C(=O)NCC2=CC=C(C=C2)[C@@H]2CNCCO2)C=C1